ClC1=CC=C(C=C1)C1=CC(=NC(=N1)C=1C=NC=CC1)NC(C)C1CCN(CC1)C 6-(4-chlorophenyl)-N-(1-(1-methylpiperidin-4-yl)ethyl)-2-(pyridin-3-yl)pyrimidin-4-amine